ethyl 5-(tert-butoxycarbonylamino)-2-[3-[tert-butyl(dimethyl)silyl]oxy-3-methylbutyl]-6-ethoxy-pyrazolo[1,5-a]pyridine-3-carboxylate C(C)(C)(C)OC(=O)NC1=CC=2N(C=C1OCC)N=C(C2C(=O)OCC)CCC(C)(C)O[Si](C)(C)C(C)(C)C